FC=1C(=C(C=CC1)NC=1N(C2=NC(=NC=C2N1)NC1CCOCC1)C1CCC(CC1)C(=O)N)C (1s,4s)-4-(8-(3-fluoro-2-methylphenylamino)-2-(tetrahydro-2H-pyran-4-ylamino)-9H-purin-9-yl)cyclohexanecarboxamide